methyl 4-(3-methoxy-5-methyl-1H-pyrazol-1-yl)benzoate COC1=NN(C(=C1)C)C1=CC=C(C(=O)OC)C=C1